Z-9-Tetradecenol (Z)-8-Dodecen-1-yl-acetate C(CCCCCC\C=C/CCC)CC(=O)OCCCCCCCC\C=C/CCCC